BrC=1C=C(C=CC1)C[C@H](C(=O)OC(C)(C)C)[C@@H]1CN(CC1)C(=O)OCCCC Butyl (3R)-3-[(1S)-1-[(3-bromophenyl)methyl]-2-tert-butoxy-2-oxo-ethyl]pyrrolidine-1-carboxylate